[NH3+][C@@H]1[C@@H](CC2=CC=CC=C12)OCC#CC=1C=C(C=CC1)C#CCOC1CC2=CC=CC=C2C1 (1S,2R)-2-({3-[3-(3-{[(1S,2R)-1-Ammonio-2,3-dihydro-1H-inden-2-yl]oxy}prop-1-yn-1-yl)phenyl]prop-2-yn-1-yl}oxy)-2,3-dihydro-1H-inden